(S)-1-[(S)-3-Methyl-1-({4-[(1-methyl-5-propyl-1H-imidazol-2-yl)methyl]-1-piperidyl}carbonyl)butyl]-3-isobutyl-2-piperazinone CC(C[C@@H](C(=O)N1CCC(CC1)CC=1N(C(=CN1)CCC)C)N1C([C@@H](NCC1)CC(C)C)=O)C